9,9',9'',9'''-(3-(benzo[d]thiazol-2-yl)-6-(2,6-dimethylpyridin-3-yl)benzene-1,2,4,5-tetrayl)tetrakis(9H-carbazole-3,6-dicarbonitrile) S1C(=NC2=C1C=CC=C2)C=2C(=C(C(=C(C2N2C1=CC=C(C=C1C=1C=C(C=CC21)C#N)C#N)N2C1=CC=C(C=C1C=1C=C(C=CC21)C#N)C#N)C=2C(=NC(=CC2)C)C)N2C1=CC=C(C=C1C=1C=C(C=CC21)C#N)C#N)N2C1=CC=C(C=C1C=1C=C(C=CC21)C#N)C#N